OC1=CC=C(C=C1)C(=C(CC)C1=CC=C(C=C1)O)C1=CC=C(C=C1)N1CCC(CC1)CN1C(C(N(C(C1([2H])[2H])([2H])[2H])C=1C(=C2C(N(C(C2=C(C1)F)=O)C1C(NC(CC1)=O)=O)=O)F)([2H])[2H])([2H])[2H] 5-(4-((1-(4-(1,2-bis(4-hydroxyphenyl)but-1-en-1-yl)phenyl)piperidin-4-yl)methyl)piperazin-1-yl-2,2,3,3,5,5,6,6-d8)-2-(2,6-dioxopiperidin-3-yl)-4,7-difluoroisoindoline-1,3-dione